cinnamyl[5-(Dimethylamino)-2-mesitylimidazo[1,5-a]pyridin-3-ylidene]chloropalladium(II) C(C=CC1=CC=CC=C1)[Pd-2](Cl)=C1N(C=C2N1C(=CC=C2)N(C)C)C2=C(C=C(C=C2C)C)C